O[C@H]1CC[C@H](N(C1)C(=O)OC(C)(C)C)C(=O)OCCCCCCCC(=O)OC(CCCCCCCC)CCCCCCCC O1-tert-butyl O2-[8-(1-octylnonoxy)-8-oxo-octyl] (2S,5S)-5-hydroxypiperidine-1,2-dicarboxylate